N-((2,6-dihydroxy-5'-methyl-4-pentyl-2'-(prop-1-en-2-yl)-1',2',3',4'-tetrahydro-[1,1'-biphenyl]-3-yl)methyl)cyclopentanecarboxamide OC1=C(C(=CC(=C1CNC(=O)C1CCCC1)CCCCC)O)C1C(CCC(=C1)C)C(=C)C